BrC1=C(C(=C(C=C1F)C1=CC=CC=C1)Cl)Cl bromo-2,3-dichloro-5-fluoro-1,1'-biphenyl